3,6-dichloro-1-(3-((5-cyclopropyl-2',5'-dimethyl-4-nitro-2'H-[1,3'-bipyrazol]-3-yl)oxy)-2-fluoropropyl)-1H-pyrazolo[3,4-d]pyrimidine ClC1=NN(C2=NC(=NC=C21)Cl)CC(COC2=NN(C(=C2[N+](=O)[O-])C2CC2)C=2N(N=C(C2)C)C)F